tert-butyl ((4-((1-benzylpiperidin-4-yl)oxy)-3-chloro-2,6-difluorophenyl)sulfonyl)(thiazol-4-yl)carbamate C(C1=CC=CC=C1)N1CCC(CC1)OC1=C(C(=C(C(=C1)F)S(=O)(=O)N(C(OC(C)(C)C)=O)C=1N=CSC1)F)Cl